C(C)(C)(C)OC(=O)N1CCC(CC1)C=1SC2=C(N1)C=CC(=C2)C(=O)OCC ethyl 2-(1-(tert-butoxycarbonyl)piperidin-4-yl)benzo[d]thiazole-6-carboxylate